C(CCC)[Si](C=1C=C(C=CC1)P(N(P(C1=CC=C(C=C1)[Si](CCCC)(CCCC)CCCC)C1=CC=C(C=C1)[Si](CCCC)(CCCC)CCCC)C1CCCC1)C1=CC(=CC=C1)[Si](CCCC)(CCCC)CCCC)(CCCC)CCCC N-(bis(3-(tributylsilyl)phenyl)phosphaneyl)-N-cyclopentyl-1,1-bis(4-(tributylsilyl)phenyl)phosphanamine